N1=CC(=CC=C1)COC1CC2C(CNC2)C1 5-(pyridin-3-ylmethoxy)octahydrocyclopenta[c]pyrrole